m-[6-(2-methoxyacetylamino)-4-(1-{[6-(1-methoxyethyl)-2-pyridinyl]methyl}-1H-1,2,3-triazol-4-yl)-2-pyridinyl]benzonitrile COCC(=O)NC1=CC(=CC(=N1)C=1C=C(C#N)C=CC1)C=1N=NN(C1)CC1=NC(=CC=C1)C(C)OC